(3-chloro-4-fluorophenyl)(4-methyl-5-(methylsulfonyl)-1-((2-(trimethylsilyl)eth-oxy)methyl)-1H-imidazol-2-yl)methanol ClC=1C=C(C=CC1F)C(O)C=1N(C(=C(N1)C)S(=O)(=O)C)COCC[Si](C)(C)C